C1(=CC=CC2=CC=CC=C12)C1C2C3C4C=CCC3C(C1)(C2)C4 9-naphthyltetracyclo[6.2.1.11,6.02,7]dodec-4-ene